CN1CCN(CC1)C([C@H](CC1=CC=CC=C1)NC(OC(C)(C)C)=O)=O Tert-butyl (S)-(1-(4-methylpiperazin-1-yl)-1-oxo-3-phenylpropan-2-yl)carbamate